C(C1=CC=CC=C1)N1CCN(CC1)C(=O)OC1=CC(=C(C=C1)C(\C=C\C1=CC=C(C=C1)N(C)C)=O)O [4-[(E)-3-[4-(Dimethylamino)phenyl]prop-2-enoyl]-3-hydroxyphenyl] 4-benzylpiperazine-1-carboxylate